8-{3-fluorobicyclo[1.1.1]pentan-1-yl}octan-1-ol FC12CC(C1)(C2)CCCCCCCCO